ClC=1C=CC(=C(C1)N1CON(CO1)C(C(=O)NC1=CC(=C(C(=O)NC)C=C1)F)CC1=CC=C(C=C1)F)N1N=NC(=C1)Cl 4-(2-(4-(5-chloro-2-(4-chloro-1H-1,2,3-triazol-1-yl)phenyl)-2,5-dioxapiperazin-1-yl)-3-(4-fluorophenyl)propanamido)-2-fluoro-N-methylbenzamide